FC1=C(C(=CC(=C1)O)F)CC(=O)O (2,6-difluoro-4-hydroxyphenyl)acetic acid